O=C1N(C=CC2=CC=C(C=C12)C(F)(F)F)C(C(=O)N)CCC 2-(1-oxo-7-(trifluoromethyl)isoquinolin-2(1H)-yl)pentanamide